ClC=1C=CC(=C(C1)C1=NC=C(C(=C1)NC1=CC=NC=C1C(=O)NC[C@H](C)O)CC)F (S)-4-(2-(5-chloro-2-fluorophenyl)-5-ethylpyridin-4-ylamino)-N-(2-hydroxypropyl)nicotinamide